5-(aminomethyl)-5-(2,2-dimethylcyclopropyl)imidazolidine-2,4-dione hydrochloride Cl.NCC1(C(NC(N1)=O)=O)C1C(C1)(C)C